2-[4-[3-(2,4-Dihydroxyphenyl)-3-oxoprop-1-enyl]-2-methoxyphenoxy]acetic acid OC1=C(C=CC(=C1)O)C(C=CC1=CC(=C(OCC(=O)O)C=C1)OC)=O